FC(COC)(F)C=1C(=C(C=CC1)C(C)NC1=NN(C(C=2C1=CN(C(C2)=O)C2(CC2)C(F)F)=O)C)F 4-((1-(3-(1,1-difluoro-2-methoxyethyl)-2-fluorophenyl)ethyl)amino)-6-(1-(difluoromethyl)cyclopropyl)-2-methyl-2,6-dihydropyrido[3,4-d]pyridazine-1,7-dione